5-chloro-(1-naphthalenesulfonyl)hexylamine ClC(CCCCN)CS(=O)(=O)C1=CC=CC2=CC=CC=C12